octyl-N-phenyl-alpha-methyl-naphthylamine C(CCCCCCC)N(C1=CC=CC=C1)C1=C(C2=CC=CC=C2C=C1)C